(dimethylphosphoryl)-8-[(4-methoxyphenyl)methoxy]-2-methylpyrido[3,4-d]pyrimidin-4-amine CP(=O)(C)C1=CN=C(C=2N=C(N=C(C21)N)C)OCC2=CC=C(C=C2)OC